tert-butyl 1-ethyl-1,9-diazaspiro[4.5]decane-9-carboxylate C(C)N1CCCC12CCCN(C2)C(=O)OC(C)(C)C